C(C1=CC=CC=C1)OC=1C=C(C=CC1OC)C(/C(=C/C(=O)OC)/C(C)C)O (E)-Methyl 3-((3-(benzyloxy)-4-methoxyphenyl)(hydroxy)methyl)-4-methylpent-2-enoate